N-((S)-(7-((R)-Cyclopropyl(2-((R*)-2,2,3,3-tetrafluorocyclobutyl)acetamido)methyl)imidazo[1,2-b]pyridazin-2-yl)(4,4-difluorocyclohexyl)methyl)-4-methyl-1,2,5-oxadiazole-3-carboxamide C1(CC1)[C@H](C1=CC=2N(N=C1)C=C(N2)[C@@H](NC(=O)C2=NON=C2C)C2CCC(CC2)(F)F)NC(C[C@H]2C(C(C2)(F)F)(F)F)=O |o1:34|